bis(triethylsilylethynyl)anthracene C(C)[Si](CC)(CC)C#CC=1C2=CC=CC=C2C(=C2C=CC=CC12)C#C[Si](CC)(CC)CC